C(C=C)=O PROP-2-EN-1-ON